C=1N=CN2C1C=CC(=C2)COC2=CC=CC(=N2)C2CCN(CC2)CC2=NC1=C(N2C[C@H]2OCC2)C=C(C=C1)C(=O)O (S)-2-((4-(6-(imidazo[1,5-a]pyridin-6-ylmethoxy)pyridin-2-yl)piperidin-1-yl)methyl)-1-(oxetan-2-ylmethyl)-1H-benzo[d]imidazole-6-carboxylic acid